1-cyclohexyl-N-(2-fluorobenzyl)butan-2-amine hydrochloride Cl.C1(CCCCC1)CC(CC)NCC1=C(C=CC=C1)F